6-((1-(5-((7-cyclobutoxy-4-oxo-3,4-dihydrophthalazin-1-yl)methyl)-2-fluorobenzoyl)azetidin-3-yl)amino)nicotinonitrile C1(CCC1)OC1=CC=C2C(NN=C(C2=C1)CC=1C=CC(=C(C(=O)N2CC(C2)NC2=NC=C(C#N)C=C2)C1)F)=O